ClC1=C2C=C(NC2=CC(=C1)Cl)C(=O)N[C@H](C(=O)N[C@@H](C[C@H]1C(NC(C1)(C)C)=O)C#N)CC1CC1 4,6-dichloro-N-((S)-1-(((S)-1-cyano-2-((R)-5,5-dimethyl-2-oxopyrrolidin-3-yl)ethyl)amino)-3-cyclopropyl-1-oxopropan-2-yl)-1H-indole-2-carboxamide